N1(N=CC=C1)CC1=CC2=C(C(=NO2)NS(=O)(=O)C2=C(C=C(C=C2)Br)OC)C(=C1)OC N-(6-((1H-pyrazol-1-yl)methyl)-4-methoxybenzo[d]isoxazol-3-yl)-4-bromo-2-methoxybenzenesulfonamide